C(C)(C)C1(C2CC3CC(CC1C3)C2)OC(C(=C)C)=O 2-Isopropyl-2-methacryloyloxyadamantan